FC=1C(=C(C=CC1F)[C@H]1[C@@H](O[C@]([C@@H]1CC)(C(F)(F)F)C)C(=O)NC1=CC(=NC=C1)C(=O)N)OC (2R,3S,4R,5R)-4-[[3-(3,4-Difluoro-2-methoxy-phenyl)-4-ethyl-5-methyl-5-(trifluoromethyl)tetrahydrofuran-2-carbonyl]amino]pyridin-2-carboxamid